CC1(CC1)C1=NC=CC(=C1)C1=NOC(=N1)[C@H](C)NC(OC(C)(C)C)=O tert-butyl (S)-(1-(3-(2-(1-methylcyclopropyl)pyridin-4-yl)-1,2,4-oxadiazol-5-yl)ethyl)carbamate